[Co]=O.[Li] lithium-cobalt-oxide